Tert-butyl (4S)-3,3-difluoro-4-[4-[1-[1-[(4-methoxyphenyl)methyl]-2,6-dioxo-3-piperidyl]-3-methyl-2-oxo-benzimidazol-4-yl]piperazin-1-yl]piperidine-1-carboxylate FC1(CN(CC[C@@H]1N1CCN(CC1)C1=CC=CC=2N(C(N(C21)C)=O)C2C(N(C(CC2)=O)CC2=CC=C(C=C2)OC)=O)C(=O)OC(C)(C)C)F